C(C)(C)(C)[Si](O[C@@H]1CNCC1)(C)C tert-butyl-dimethyl-[(3S)-pyrrolidin-3-yl]oxy-silane